[Ga](Br)(Br)Br gallium (III) bromide